(4aR,8aS)-6-[4-[2-fluoro-4-(trifluoromethyl)phenoxy]piperidine-1-carbonyl]-4,4a,5,7,8,8a-hexahydropyrido[4,3-b][1,4]oxazin-3-one FC1=C(OC2CCN(CC2)C(=O)N2C[C@@H]3[C@@H](OCC(N3)=O)CC2)C=CC(=C1)C(F)(F)F